1-Decyl-2-ethylpiperidinium methansulfonat CS(=O)(=O)[O-].C(CCCCCCCCC)[NH+]1C(CCCC1)CC